(6-(2-hydroxy-4-(1H-pyrazol-4-yl)phenyl)-pyridazin-3-yl)(2,2,6,6-tetramethylpiperidin-4-yl)methanone OC1=C(C=CC(=C1)C=1C=NNC1)C1=CC=C(N=N1)C(=O)C1CC(NC(C1)(C)C)(C)C